methyl 5-(1-cyano-1-methyl-ethoxy)-2-methyl-benzoate C(#N)C(C)(OC=1C=CC(=C(C(=O)OC)C1)C)C